tert-Butyl ((4,5-difluoro-7-formylbenzofuran-2-yl)methyl)carbamate FC1=C(C=C(C2=C1C=C(O2)CNC(OC(C)(C)C)=O)C=O)F